N-(5-chloro-6-(2H-1,2,3-triazol-2-yl)pyridin-3-yl)-1-(6-(methylamino)pyridin-3-yl)-5-(trifluoromethyl)-1H-pyrazole-4-carboxamide ClC=1C=C(C=NC1N1N=CC=N1)NC(=O)C=1C=NN(C1C(F)(F)F)C=1C=NC(=CC1)NC